C(N)(OC1=C(C=CC=C1)CC(F)(F)F)=O 2-trifluoroethylphenyl carbamate